3-(methylcarbamoyl)-6,7-dihydro-4H-pyrazolo[4,3-c]Pyridine-5-carboxylic acid tert-butyl ester C(C)(C)(C)OC(=O)N1CC2=C(CC1)NN=C2C(NC)=O